octadecadiene-10-ene C=CC=CCCCCCC=CCCCCCCC